[N+](=O)([O-])C1(CCC(NC1)=O)C1=CC=CC=C1 5-Nitro-5-phenylpiperidin-2-one